(2-methyl-2-phenylpropyl)tin CC(C[Sn])(C)C1=CC=CC=C1